N-tert-butyl-2'-cycloheptylmethylene-[1,1'-biphenyl]-2-carboxamide C(C)(C)(C)NC(=O)C=1C(=CC=CC1)C=1C(CC=CC1)=CC1CCCCCC1